[Si](C1=CC=CC=C1)(C1=CC=CC=C1)(C(C)(C)C)OC[C@@H]1N(C[C@]2(CO2)C1)C(=O)OC(C)(C)C tert-Butyl (3S,6R)-6-(((tert-butyldiphenylsilyl)oxy)methyl)-1-oxa-5-azaspiro[2.4]heptane-5-carboxylate